6-methyl-4-oxo-3H,4H-furo[2,3-d]Pyrimidine-5-carboxylic acid CC1=C(C2=C(N=CNC2=O)O1)C(=O)O